ClC=1N=C(C2=C(N1)C=CS2)N2CCC(CC2)C(=O)NC2=CC=C(C=C2)C 1-(2-Chlorothieno[3,2-d]pyrimidin-4-yl)-N-(4-methylphenyl)piperidine-4-carboxamide